6-chloro-2,4-dimethyl-pyridazin-3-one ClC=1C=C(C(N(N1)C)=O)C